2-(2-(prop-2-yn-1-yloxy)ethoxy)ethanol C(C#C)OCCOCCO